isopropyl 4-(((1R,3S,5s,7s)-5-hydroxyadamantan-2-yl)amino)-1H-pyrrolo[2,3-b]pyridine-5-carboxylate OC12C[C@H]3C([C@H](CC(C1)C3)C2)NC2=C3C(=NC=C2C(=O)OC(C)C)NC=C3